N1=CN=C2NC(NC2=C1)=N 7H-purine-8-imine